3-(3-chloro-4-methylphenyl)-N-((5-(2,6-dioxopiperidin-3-yl)-6-oxo-5,6-dihydro-4H-thieno[2,3-c]pyrrol-2-yl)methyl)propanamide ClC=1C=C(C=CC1C)CCC(=O)NCC1=CC2=C(C(N(C2)C2C(NC(CC2)=O)=O)=O)S1